Perchlorobutene C(=C(/C(Cl)(Cl)Cl)\Cl)(\C(Cl)(Cl)Cl)/Cl